Methyl (E)-nona-2,8-dienoate C(\C=C\CCCCC=C)(=O)OC